magnesium hydroxy sulfate S(=O)(=O)(OO)[O-].[Mg+2].OOS(=O)(=O)[O-]